propyl-(hydroxybenzyl)diethoxysilane C(CC)[Si](OCC)(OCC)C(C1=CC=CC=C1)O